FC1=CC2=C(N(C(N=C2N2[C@H](CN(CC2)C(C=C)=O)C)=O)C2=C(C=CC=C2)C(C)(C)C)N=C1C1=C(C=CC=C1O)F 6-Fluoro-7-(2-fluoro-6-hydroxyphenyl)-1-(2-(2-methyl-2-propanyl)phenyl)-4-((2S)-2-methyl-4-(2-propenoyl)-1-piperazinyl)pyrido[2,3-d]pyrimidin-2(1H)-one